2-Amino-7-fluoro-4-(5-fluoro-3-((2R,3'R)-2-(methoxymethyl)-[1,3'-bipyrrolidin]-1'-yl)-7,9-dihydrofuro[3,4-f]quinazolin-6-yl)thieno[3,2-c]pyridine-3-carbonitrile NC1=C(C=2C(=NC=C(C2S1)F)C=1C2=C(C=3C=NC(=NC3C1F)N1C[C@@H](CC1)N1[C@H](CCC1)COC)COC2)C#N